1-tert-butyl 3-ethyl 4-(benzyl(2-ethoxy-2-oxoethyl)amino)-pyrrolidine-1,3-dicarboxylate C(C1=CC=CC=C1)N(C1C(CN(C1)C(=O)OC(C)(C)C)C(=O)OCC)CC(=O)OCC